C(CCC)NC(=O)[O-] butanecarbamate